(R)-4-(4-propenoyl-3-methylpiperazin-1-yl)-7-(2-amino-3,4,5-trifluorophenyl)-6-chloro-1-(2-isopropyl-4-methylpyridin-3-yl)-2-oxo-1,2-dihydro-1,8-naphthyridine-3-carbonitrile C(C=C)(=O)N1[C@@H](CN(CC1)C1=C(C(N(C2=NC(=C(C=C12)Cl)C1=C(C(=C(C(=C1)F)F)F)N)C=1C(=NC=CC1C)C(C)C)=O)C#N)C